tert-Butyl N-[(1RS)-2-oxo-1-phenyl-2-(thiazol-2-ylamino)ethyl]carbamate O=C([C@@H](C1=CC=CC=C1)NC(OC(C)(C)C)=O)NC=1SC=CN1 |r|